S-(5,5-dimethyl-4,5-dihydroisoxazol-3-yl) ethyl thiosulfate S(=O)(=O)(SC1=NOC(C1)(C)C)OCC